O1N=CC(=C1)S(=O)(=NCC=1N=C2N(C=CC(=C2)C2=NOC(=N2)C(F)(F)F)C1)C isoxazol-4-yl(methyl)(((7-(5-(trifluoromethyl)-1,2,4-oxadiazol-3-yl)imidazo[1,2-a]pyridin-2-yl)methyl)imino)-λ6-sulfanone